C(CCCCC)OC1=C(C2=CC=CC=C2C=C1)CC1=C(C=CC2=CC=CC=C12)OCCN1CCCC1 1-(2-((1-((2-(hexyloxy)naphthalen-1-yl)methyl)naphthalen-2-yl)oxy)ethyl)pyrrolidine